cyclopropanetriylidenetris[2,6-dichloro-3,5-difluoro-4-(trifluoromethyl)benzeneacetonitrile] C1(C(C1=C(C#N)C1=C(C(=C(C(=C1Cl)F)C(F)(F)F)F)Cl)=C(C#N)C1=C(C(=C(C(=C1Cl)F)C(F)(F)F)F)Cl)=C(C#N)C1=C(C(=C(C(=C1Cl)F)C(F)(F)F)F)Cl